1,3,6-tricyanonaphthalene C(#N)C1=CC(=CC2=CC(=CC=C12)C#N)C#N